ethyl bromo-2,2-dimethylheptanoate BrC(C(C(=O)OCC)(C)C)CCCC